2-[(2-aminoethyl)(ethyl)amino]ethan-1-ol NCCN(CCO)CC